2-benzyl-2-azaspiro[3.3]heptan-6-yl (2R,6S)-4-(6-fluoroquinoxalin-2-yl)-2,6-dimethylpiperazine-1-carboxylate FC=1C=C2N=CC(=NC2=CC1)N1C[C@H](N([C@H](C1)C)C(=O)OC1CC2(CN(C2)CC2=CC=CC=C2)C1)C